4-(4-{3-[6-(2,3-Dihydro-benzo[1,4]dioxin-5-yl)-2-methoxy-pyridin-3-ylamino]-benzyl}-piperazin-1-ylmethyl)-pyrazole-1-carboxylic acid tert-butyl ester C(C)(C)(C)OC(=O)N1N=CC(=C1)CN1CCN(CC1)CC1=CC(=CC=C1)NC=1C(=NC(=CC1)C1=CC=CC=2OCCOC21)OC